3,3-difluoro-2,2-dimethyl-1-(3-methyl-2,3-dihydrobenzo[f][1,4]oxazepin-4(5H)-yl)propan-1-one FC(C(C(=O)N1C(COC2=C(C1)C=CC=C2)C)(C)C)F